(E)-2-(2-(2-(2,3-dichlorophenylamino)-6-trifluoromethylpyrimidin-4-yloxymethyl) phenyl)-3-methoxyacrylate ClC1=C(C=CC=C1Cl)NC1=NC(=CC(=N1)OCC1=C(C=CC=C1)/C(/C(=O)[O-])=C\OC)C(F)(F)F